FC=1C(=NC(=NC1)NC1CCN(CC1)C(=O)OC(C)(C)C)C1=CC(=CC=C1)N1C(C=CC=C1)=O tert-butyl 4-((5-fluoro-4-(3-(2-oxopyridin-1(2H)-yl)phenyl)pyrimidin-2-yl)amino)piperidine-1-carboxylate